FC1=CC=C(CNC(=N)N2CC(C=3C4=C(C=CC23)C=CC=C4)C)C=C1 N-(4-Fluorobenzyl)-1-methyl-1,2-dihydro-3H-benzo[e]indole-3-carboximidamide